CC1(C(C(=CC2(CN(C2)C(CC(C(F)(F)F)(C)O)=O)C1)C#N)=O)C 8,8-dimethyl-7-oxo-2-(4,4,4-trifluoro-3-hydroxy-3-methylbutanoyl)-2-azaspiro[3.5]non-5-ene-6-carbonitrile